FC(S(=O)(=O)[O-])(F)F.C(CCC)OC=1C=CC2=C(SC3=C2C=CC(=C3F)C3=[S+]CCCS3)C1F 3-butoxy-7-(5,6-dihydro-4H-1,3-dithiin-1-ium-2-yl)-4,6-difluoro-dibenzothiophene trifluoromethanesulfonate